5-((1-(methylsulfonyl)piperidin-4-yl)methoxy)-2-((R)-1-((1aR,7bR)-1,1a,3,7b-tetrahydro-2H-cyclopropa[c]isoquinolin-2-yl)ethyl)-4H-pyran-4-one CS(=O)(=O)N1CCC(CC1)COC=1C(C=C(OC1)[C@@H](C)N1CC=2C=CC=CC2[C@@H]2[C@H]1C2)=O